C1(CCCC1)NC(=O)NCC1=CC(=NC=C1)OCC(F)(F)F cyclopentyl-3-[[2-(2,2,2-trifluoroethoxy)pyridin-4-yl]methyl]urea